3-(2-Aminoethyl)aminopropyltrimethoxysilane NCCNCCC[Si](OC)(OC)OC